ClC1=CC(=C(N=N1)C=1OC(=NN1)C)NCC1CCN(CC1)C(=O)OC(C)(C)C tert-butyl 4-((6-chloro-3-(5-methyl-1,3,4-oxadiazol-2-yl)pyridazin-4-ylamino)methyl)piperidine-1-carboxylate